The molecule is an acyl-CoA that results from the formal condensation of the thiol group of coenzyme A with the carboxy group of oscr#36. It derives from an oscr#36. It is a conjugate acid of an oscr#36-CoA(4-). C[C@H]1[C@@H](C[C@H]([C@@H](O1)OCCCCCCCCCCCCCCCCCCCC(=O)SCCNC(=O)CCNC(=O)[C@@H](C(C)(C)COP(=O)(O)OP(=O)(O)OC[C@@H]2[C@H]([C@H]([C@@H](O2)N3C=NC4=C(N=CN=C43)N)O)OP(=O)(O)O)O)O)O